7,8-dihydro-5H-2,6-naphthyridine C1=NC=CC=2CNCCC12